ClC1=CC=C(C=C1)[C@@H](NC(=O)N1[C@@H](C(NCC1)=O)C)C=1C=NC(=CC1)C(F)(F)F (2R)-N-((R)-(4-chlorophenyl)(6-(trifluoromethyl)pyridin-3-yl)methyl)-2-methyl-3-oxopiperazine-1-carboxamide